[5-[3-(5-bromo-2-methyl-1,2,4-triazol-3-yl)-4-fluoro-phenoxy]-6-fluoro-1-(2-trimethylsilylethoxymethyl)indol-4-yl]methyl acetate C(C)(=O)OCC1=C2C=CN(C2=CC(=C1OC1=CC(=C(C=C1)F)C=1N(N=C(N1)Br)C)F)COCC[Si](C)(C)C